C12C=CC(CC1)C2 2-Norbornen